ClC1=C(C=C(C=C1)C1=COC2=CC(=CC=C2C1=O)O)CN1CCCCC1 3-(4-chloro-3-(piperidin-1-ylmethyl)phenyl)-7-hydroxy-4H-chromen-4-one